C1(CC1)S(=O)(=O)N1N=CC(=C1)C1=NC=CC(=N1)NC1=NC=C(C(=C1)NC1CCC(CC1)NCCF)C=1N=C(SC1)C(F)(F)F N2-(2-(1-(Cyclopropylsulfonyl)-1H-pyrazol-4-yl)pyrimidin-4-yl)-N4-((1s,4s)-4-((2-fluoroethyl)amino)cyclohexyl)-5-(2-(trifluoromethyl)thiazol-4-yl)pyridine-2,4-diamine